1-(2-chloro-5-fluorophenyl)-8-[3-fluoro-5-(trifluoromethyl)benzamido]-3-oxo-1H,2H,3H,4H-pyrrolo[1,2-a]pyrazine-6-carboxylic acid ClC1=C(C=C(C=C1)F)C1C=2N(CC(N1)=O)C(=CC2NC(C2=CC(=CC(=C2)C(F)(F)F)F)=O)C(=O)O